N-[(1S)-1-[4-[[4-(1-azidoethyl)-6-methoxy-1,5-naphthyridin-3-yl]amino]phenyl]-2,2,2-trifluoro-ethyl]-N-methyl-1,1-dioxo-thiane-4-carboxamide N(=[N+]=[N-])C(C)C1=C(C=NC2=CC=C(N=C12)OC)NC1=CC=C(C=C1)[C@@H](C(F)(F)F)N(C(=O)C1CCS(CC1)(=O)=O)C